propanoic acid hydrate O.C(CC)(=O)O